N-(4-chloro-3-(trifluoromethyl)phenyl)-2-(4-(cyclopentylamino)phenyl)-1-(2-fluoro-6-methylbenzoyl)octahydro-1H-cyclopenta[b]pyridine-3-carboxamide ClC1=C(C=C(C=C1)NC(=O)C1CC2C(N(C1C1=CC=C(C=C1)NC1CCCC1)C(C1=C(C=CC=C1C)F)=O)CCC2)C(F)(F)F